2-(1-(4-(Hydroxymethyl)piperidin-1-carbonyl)piperidin-4-yliden)-2-(1-methyl-1H-indazol-7-yl)acetonitril OCC1CCN(CC1)C(=O)N1CCC(CC1)=C(C#N)C=1C=CC=C2C=NN(C12)C